(1r,3r)-3-(3-bromophenyl)-3-(4-methyl-4H-1,2,4-triazol-3-yl)cyclobutanol BrC=1C=C(C=CC1)C1(CC(C1)O)C1=NN=CN1C